C(CCC)NC1=C(N=C2N1N=C(C(=N2)\C=C\C2=C(C=CC=C2)C(=O)OC)C)C2=C(C(=O)OC)C=CC=C2 methyl (E)-2-(7-(butylamino)-3-(2-(methoxycarbonyl)styryl)-2-methylimidazo[1,2-b][1,2,4]triazin-6-yl)benzoate